ONC(=O)C1=CC=C2C=NN(C2=C1)CC1=CC(=CC=C1)OC 1-(3-methoxybenzyl)-1H-Indazole-6-carboxylic acid hydroxyamide